[Co].[Fe].[Bi] bismuth-iron-cobalt